rac-(1S*,2S*)-N-(6-((2R,4S)-2-(6-cyclopropylimidazo[1,2-a]pyrimidin-2-yl)-4-hydroxypyrrolidin-1-yl)pyrimidin-4-yl)-2-(3-fluoro-4-methylpyridin-2-yl)cyclopropane-1-carboxamide C1(CC1)C=1C=NC=2N(C1)C=C(N2)[C@@H]2N(C[C@H](C2)O)C2=CC(=NC=N2)NC(=O)[C@@H]2[C@H](C2)C2=NC=CC(=C2F)C |&1:27,28|